N[C@@H](CCCCN)C(=O)N[C@@H](CC1=CC=CC=C1)C(=O)N[C@@H](CC1=CC=C(C=C1)O)C(=O)O Lysylphenylalanyl-tyrosine